[N+](=O)([O-])C1=CC=C(C=C1)S(=O)(=O)N1CCC2(CO2)CC1 6-((4-nitrophenyl)sulfonyl)-1-oxa-6-azaspiro[2.5]octane